ClC1=CC=C(CC2C(N(C3CC23)C2=CC(=NN2)C2=CC=NC=C2)=O)C=C1 exo-4-(4-chlorobenzyl)-2-(3-(pyridin-4-yl)-1H-pyrazol-5-yl)-2-azabicyclo[3.1.0]hexan-3-one